ethyl 2-(pyridin-3-yl)-2H-tetrazole-5-carboxylate N1=CC(=CC=C1)N1N=C(N=N1)C(=O)OCC